1-(2,3-Dimethoxy-4-methylphenyl)propan-2-amine COC1=C(C=CC(=C1OC)C)CC(C)N